2-chlorophenyl (3S)-4-{(2R)-2-(cyclohexylamino)-2-[1-(1H-pyrazol-4-ylsulfonyl)piperidin-4-yl]acetyl}-3-[(thiophen-2-ylmethyl)carbamoyl]piperazine-1-carboxylate C1(CCCCC1)N[C@@H](C(=O)N1[C@@H](CN(CC1)C(=O)OC1=C(C=CC=C1)Cl)C(NCC=1SC=CC1)=O)C1CCN(CC1)S(=O)(=O)C=1C=NNC1